2-allyl 7-methyl (S)-6-((4-phenoxybutanoyl)glycyl)-2,6-diazaspiro[3.4]octane-2,7-dicarboxylate O(C1=CC=CC=C1)CCCC(=O)NCC(=O)N1CC2(CN(C2)C(=O)OCC=C)C[C@H]1C(=O)OC